1,8-diazabicyclo[5.4.0]Undecane-7-ene N12CCCCCC2=NCCC1